(S)-Methyl 2-(5-(3-(5-(Pentan-3-Ylcarbamoyl)Oxazol-2-Yl)Phenyl)-1H-Pyrazole-3-Carboxamido)Propanoate CCC(CC)NC(=O)C1=CN=C(O1)C=1C=C(C=CC1)C1=CC(=NN1)C(=O)N[C@H](C(=O)OC)C